[B]=O.[Fe] iron-boron oxide